4-[[(7R)-8-cyclopentyl-7-ethyl-5-methyl-6-oxo-7H-pteridin-2-yl]amino]-3-methoxy-N-(8-oxooctyl)benzamide C1(CCCC1)N1[C@@H](C(N(C=2C=NC(=NC12)NC1=C(C=C(C(=O)NCCCCCCCC=O)C=C1)OC)C)=O)CC